(R)-2-(4-(4-(2-fluoro-2-methylpropanoyl)-3-methylpiperazin-1-yl)-5-(2-fluorophenyl)-7H-pyrrolo[2,3-d]pyrimidin-7-yl)isonicotinonitrile FC(C(=O)N1[C@@H](CN(CC1)C=1C2=C(N=CN1)N(C=C2C2=C(C=CC=C2)F)C=2C=C(C#N)C=CN2)C)(C)C